(E)-(4-(((4-((2-(aminomethyl)-3-fluoroallyl)oxy)phenyl)sulfonyl)methyl)piperidin-1-yl)(4-fluorophenyl)methanone NC/C(/COC1=CC=C(C=C1)S(=O)(=O)CC1CCN(CC1)C(=O)C1=CC=C(C=C1)F)=C\F